((2R)-morpholin-2-yl)methanol hydrochloride Cl.N1C[C@@H](OCC1)CO